CN1N=C(N=N1)COCC1=C(C(=O)O)C=CC(=N1)C(C(F)(F)F)(F)F 2-(((2-methyl-2H-tetrazol-5-yl)methoxy)methyl)-6-(perfluoroethyl)nicotinic acid